NCCC#CC1=CC=C(S1)C#CCNC(C[C@H]1C=2N(C3=C(C(=N1)C1=CC=C(C=C1)Cl)C(=C(S3)C)C)C(=NN2)C)=O (S)-N-(3-(5-(4-aminobut-1-yn-1-yl)thiophen-2-yl)prop-2-yn-1-yl)-2-(4-(4-chlorophenyl)-2,3,9-trimethyl-6H-thieno[3,2-f][1,2,4]triazolo[4,3-a][1,4]diazepin-6-yl)acetamide